ClC1=C(C=C(C(=C1)Cl)Cl)S(=O)(=O)[O-] 2,4,5-trichlorobenzenesulfonate